C(C1=CC=CC=C1)N1N=CC2=CC=C(C=C12)[C@@H]1C[C@@]12C(N(C1=CC=C(C=C21)OC)CC)=O (1R,2S)-2-(1-benzylindazol-6-yl)-1'-ethyl-5'-methoxyspiro[cyclopropane-1,3'-indol]-2'-one